3-(4-fluoro-3-methylphenyl)-1-methylurea FC1=C(C=C(C=C1)NC(NC)=O)C